CN1N=C(C=C1C(F)(F)F)N1N=CC(=C1)S(=O)(=O)NC=1C=CC=C2C=NN(C12)C 1'-methyl-N-(1-methylindazol-7-yl)-5'-(trifluoromethyl)-[1,3'-bipyrazole]-4-sulfonamide